C(#N)C1=NC=C(C(=O)O)C=C1 6-cyanonicotinic acid